4-morpholinonicotinic acid O1CCN(CC1)C1=CC=NC=C1C(=O)O